C(CCC)N1C=NC2=CC=C(C=C2C1=O)C=1C=CC2=C(N=C(S2)NC(=O)NC2=CC=C(C=C2)F)C1 1-(5-(3-butyl-4-oxo-3,4-dihydroquinazolin-6-yl)benzo[d]thiazol-2-yl)-3-(4-fluorophenyl)urea